4'-Hydroxymethyloxychalcone OCOC1=CC=C(C(/C=C/C2=CC=CC=C2)=O)C=C1